BrC=1N=C2C3=C(C(N(C2=CC1)C)=O)N(C([C@@H]1N3C[C@H](N(C1)C(=O)OC(C)(C)C)C)=O)C tert-butyl (8aR,11R)-2-bromo-5,7,11-trimethyl-6,8-dioxo-5,6,7,8,8a,9,11,12-octahydro-10H-pyrazino[1',2':4,5]pyrazino[2,3-c][1,5]naphthyridine-10-carboxylate